methyl (1S,4R)-4-[[5-[(3,5-dichlorophenyl)carbamoyl]-2,4-dimethyl-2H-furan-5-carbonyl]amino]cyclopent-2-ene-1-carboxylate ClC=1C=C(C=C(C1)Cl)NC(=O)C1(C(=CC(O1)C)C)C(=O)N[C@H]1C=C[C@H](C1)C(=O)OC